FC=1C=2N(C=C(C1)[N+](=O)[O-])N=CN2 8-fluoro-6-nitro-[1,2,4]triazolo[1,5-a]pyridine